BrC1=CC=2C(C(C3=C(SC4=C3SC(=C4)Br)C2C=C1)(O)C)(O)C 3,8-dibromo-5,6-dimethyl-5,6-dihydronaphtho[1,2-b]thieno[2,3-d]thiophene-5,6-diol